FC1=CC=C(CN([C@H]2C[C@@H](N(CC2C)C2=CC(N(C=3C=CC(=NC23)C#N)C)=O)C)C)C=C1 |&1:7| 8-((2S,SR)-4-((4-fluorobenzyl)(methyl)amino)-2,5-dimethylpiperidin-1-yl)-5-methyl-6-oxo-5,6-dihydro-1,5-naphthyridine-2-carbonitrile